C(C)(C)C1=NC(=CC(=C1)C1=C(C=CC=C1)NC1=C(C(=O)OCC)C=CC=C1)C(C)C ethyl 2-((2,6-diisopropyl-4-pyridylphenyl)amino)benzoate